(2R,6S)-4-(5-chloro-6-nitrothiazolo[4,5-b]pyridin-2-yl)-2,6-dimethylmorpholine ClC1=C(C=C2C(=N1)N=C(S2)N2C[C@H](O[C@H](C2)C)C)[N+](=O)[O-]